2-vinyl-cyclopropane-1,1-dicarboxylic acid indium [In].C(=C)C1C(C1)(C(=O)O)C(=O)O